CN(C1=CC=C(C(=O)NC2CCC(CC2)NC2=CC(=NC3=CC=C(C=C23)NC(C)=O)C(F)(F)F)C=C1)C 4-(dimethylamino)-N-[(1s,4s)-4-{[6-acetamido-2-(trifluoromethyl)quinolin-4-yl]amino}cyclohexyl]benzamide